1-(1-adamantyl)-2-methylsulfinyl-ethanone C12(CC3CC(CC(C1)C3)C2)C(CS(=O)C)=O